ClC1=NC(=CC(=C1)CNC)Cl 1-(2,6-dichloropyridin-4-yl)-N-methyl-methylamine